(pyrrolidin-1-yl)pyrazolo[1,5-a]pyridin-3-amine N1(CCCC1)C1=NN2C(C=CC=C2)=C1N